Chloro-5-methoxypyrimidin-4-amine ClC1=NC=C(C(=N1)N)OC